1-benzyl 5-ethyl (t-butoxycarbonyl)-D-glutamate C(C)(C)(C)OC(=O)N[C@H](CCC(=O)OCC)C(=O)OCC1=CC=CC=C1